C(=O)(O)C(CC=1C=C(CN(CC=2C=CC=C3C=CC(=CC23)CC(C(=O)O)C2CNCC2)CC=2C=CC=C3C=CC(=CC23)CC(C(=O)O)C2CNCC2)C=CC1)C1CNCC1 3,3'-((((3-(2-carboxy-2-(pyrrolidin-3-yl)ethyl)benzyl)azanediyl)bis(methylene))bis(naphthalene-8,2-diyl))bis(2-(pyrrolidin-3-yl)propanoic acid)